1,2-diethylhydrazinecarboxylic acid C(C)N(NCC)C(=O)O